(2-oxabicyclo[2.1.1]hexane-4-yl)methanol C12OCC(C1)(C2)CO